2,3,4,5-tetramethylcyclopentadienylsilane CC=1C(C(=C(C1C)C)C)[SiH3]